N-((1-(cyclopropylmethyl)cyclopropyl)methyl)-2-methoxy-5-morpholino-1H-benzo[d]imidazole-1-carboxamide C1(CC1)CC1(CC1)CNC(=O)N1C(=NC2=C1C=CC(=C2)N2CCOCC2)OC